3-(tert-butyl)aniline C(C)(C)(C)C=1C=C(N)C=CC1